N1N=CC=2CC(CCC12)=O 1,4,6,7-tetrahydro-indazol-5-one